N1C(=NCC1)NCC=1C=C2C(N(C(=NC2=C(C1)C1=C(C=C(C=C1)F)C)C)CC1=CC(=CC(=C1)OC)OC)=O 6-(((4,5-dihydro-1H-imidazol-2-yl)amino)methyl)-3-(3,5-dimethoxybenzyl)-8-(4-fluoro-2-methylphenyl)-2-methylquinazolin-4(3H)-one